5-({2-[2-(difluoromethyl)-1,3-thiazole-4-carbonyl]-2-azaspiro[3.3]heptan-6-yl}oxy)-2'-ethoxy-N-[(3R)-1-methylpyrrolidin-3-yl][2,3'-bipyridine]-6-carboxamide FC(C=1SC=C(N1)C(=O)N1CC2(C1)CC(C2)OC=2C=CC(=NC2C(=O)N[C@H]2CN(CC2)C)C=2C(=NC=CC2)OCC)F